(1R,2S,5S)-N-{(1S)-1-cyano-2-[(3S)-2-oxopyrrolidin-3-yl]ethyl}-3-{(2S)-2-cyclohexyl-2-[(trifluoroacetyl)amino]acetyl}-6,6-dimethyl-3-azabicyclo[3.1.0]hexane-2-carboxamide C(#N)[C@H](C[C@H]1C(NCC1)=O)NC(=O)[C@@H]1[C@H]2C([C@H]2CN1C([C@@H](NC(C(F)(F)F)=O)C1CCCCC1)=O)(C)C